tert-butyl 4-(6-(3-ethoxy-3-oxopropyl)-2-methoxypyridin-3-yl)piperidine-1-carboxylate C(C)OC(CCC1=CC=C(C(=N1)OC)C1CCN(CC1)C(=O)OC(C)(C)C)=O